C(C1=CC=CC=C1)N1CCCC2=CC(=CC(=C12)Br)C(=O)N(C)OC 1-benzyl-8-bromo-N-methoxy-N-methyl-3,4-dihydro-2H-quinoline-6-carboxamide